(S)-4-methoxy-2-((1-(3-(4-methoxyphenyl)-1,2,4-oxadiazol-5-yl)ethyl)carbamoyl)pyridin-3-yl benzoate C(C1=CC=CC=C1)(=O)OC=1C(=NC=CC1OC)C(N[C@@H](C)C1=NC(=NO1)C1=CC=C(C=C1)OC)=O